2,5-di(dodecyl)-6-(thiophen-2-yl)pyrrolo[3,4-c]pyrrole-1,4-dione C(CCCCCCCCCCC)N1C(C2=C(N(C(C2=C1)=O)CCCCCCCCCCCC)C=1SC=CC1)=O